6-chloro-1-(6-(1,1-difluoroethyl)pyridin-2-yl)-1H-pyrazolo[4,3-c]pyridine-3-carboxylic acid ClC1=CC2=C(C=N1)C(=NN2C2=NC(=CC=C2)C(C)(F)F)C(=O)O